5'-methyl-4-pentyl-2'-(prop-1-en-2-yl)-3-(pyridin-3-yl)-[1,1'-biphenyl]-2,6-diol CC=1C=CC(=C(C1)C=1C(=C(C(=CC1O)CCCCC)C=1C=NC=CC1)O)C(=C)C